C1C(C=CC=C1C(=O)O)N The molecule is an alpha,beta-unsaturated monocarboxylic acid that is cyclohexa-1,3-diene-1-carboxylic acid carrying an amino group at position 5. It is a gamma-amino acid and an alpha,beta-unsaturated monocarboxylic acid.